N([C@@](C(C1=CNC=N1)([2H])[2H])(C(=O)O)[2H])([2H])[2H] L-histidine-d5